COC(=O)C1=C(NC(=C(C1C1=CC(=CC=C1)[N+](=O)[O-])C(=O)O)C)C 2,6-dimethyl-4-(3-nitrophenyl)-1,4-dihydro-3,5-pyridinedicarboxylic acid monomethyl ester